COC=1C=C2C(=CN=C(C2=CC1OC)OC1=C(C#N)C=CC=N1)C(=O)N1CCCCC1 2-((6,7-dimethoxy-4-(piperidine-1-carbonyl)isoquinolin-1-yl)oxy)nicotinonitrile